ClC1=C(C=CC(=C1N1CCCC1)C(=O)N1CCS(CC1)(=O)=O)NC(=O)C1CC1 N-[2-chloro-4-(1,1-dioxo-1,4-thiazinane-4-carbonyl)-3-pyrrolidin-1-ylphenyl]cyclopropanecarboxamide